2-amino-3-{(1S)-1-[5-(1H-pyrazol-1-yl)-1H-pyrazolo[3,4-b]pyridin-6-yl]ethoxy}quinoline-6-carboxamide NC1=NC2=CC=C(C=C2C=C1O[C@@H](C)C1=C(C=C2C(=N1)NN=C2)N2N=CC=C2)C(=O)N